3,7-dibromo-10-butyl-10H-phenoxazine BrC=1C=CC=2N(C3=CC=C(C=C3OC2C1)Br)CCCC